C1=CC=C2C(=C1)C(=CN2)CC(=O)C(=O)O β-Indolepyruvic acid